ClC1=C2C=CC=NC2=C(C(=C1Cl)C#N)OC 5,6-dichloro-7-cyano-8-methoxyquinoline